COC(=O)C=1C=C(C2=C(N(C=N2)C/C(=C/CN)/F)C1)C1=CC(=CC=C1)P(=O)(C)C (Z)-1-(4-amino-2-fluorobut-2-en-1-yl)-4-(3-(dimethylphosphoryl)phenyl)-1H-benzo[d]imidazole-6-carboxylic acid methyl ester